2-(4-(bromomethyl)phenyl)-1-(methyl-d3)-4-(trifluoromethyl)-1H-imidazole BrCC1=CC=C(C=C1)C=1N(C=C(N1)C(F)(F)F)C([2H])([2H])[2H]